CN(C)C1=C(C(=CC(=C1)Br)F)F 5-bromo-2,3-difluoro-N,N-dimethylaniline